pyrrolo[1,2-a]pyrazine-7-carbonitrile C=1C=2N(C=CN1)C=C(C2)C#N